[Na+].C1(=C(C=CC=C1)S(=O)[O-])C tolylsulfinic acid sodium salt